2-amino-2-(4-fluorophenyl)cyclohexan-1-one NC1(C(CCCC1)=O)C1=CC=C(C=C1)F